NC=1C=2N(C3=CC(=CC=C3N1)C(=O)N(CC1=CC=C(C=C1)OC1=CC=CC=C1)C(C)C)C=NC2 4-amino-N-isopropyl-N-(4-phenoxybenzyl)imidazo[1,5-a]quinoxaline-8-carboxamide